2-(3-benzylthio-5-(3-trifluoromethylphenyl)pyridin-2-yl)-7-trifluoromethyl-1,2,4-triazolo[1,5-a]pyridine C(C1=CC=CC=C1)SC=1C(=NC=C(C1)C1=CC(=CC=C1)C(F)(F)F)C1=NN2C(C=C(C=C2)C(F)(F)F)=N1